hexandiol diacrylate C(C=C)(=O)OC(CCCCC)OC(C=C)=O